N1(CCC1)CC=1C=CC(=C(C1)CN)F (5-(azetidin-1-ylmethyl)-2-fluorophenyl)methylamine